O=C1NC(CCC1N1C(C2=CC=C(C=C2C1)CNC(C1=CC=C(C=C1)CN(C)CC(C1=CC=CC=C1)O)=O)=O)=O N-((2-(2,6-dioxopiperidin-3-yl)-1-oxoisoindolin-5-yl)methyl)-4-(((2-Hydroxy-2-phenylethyl)(methyl)amino)methyl)benzamide